3-chlorobenzyl (1-(((S)-5-(dimethylamino)-1,5-dioxopentan-2-yl)amino)-4,4-dimethyl-1-oxopentan-2-yl)carbamate CN(C(CC[C@@H](C=O)NC(C(CC(C)(C)C)NC(OCC1=CC(=CC=C1)Cl)=O)=O)=O)C